C(C)(C)(C)OC(=O)N1CC2(C1)C[C@H](CC2)C2=CC=C(C=C2)C(F)(F)F (S)-6-(4-(trifluoromethyl)phenyl)-2-azaspiro[3.4]octane-2-carboxylic acid tert-butyl ester